CN1N=CC=C1C(=O)N[C@H](C(=O)NC1=CC=C(C=C1)C1=CN(C(C=C1)=O)C)C(C1=CC=CC=C1)C1=CC=CC=C1 (S)-1-methyl-N-(1-((4-(1-methyl-6-oxo-1,6-dihydropyridin-3-yl)phenyl)amino)-1-oxo-3,3-diphenylpropan-2-yl)-1H-pyrazole-5-carboxamide